4-(7-bromo-8-methyl-2-methylsulfanyl-quinazolin-4-yl)-1,4-diazepan-2-one BrC1=CC=C2C(=NC(=NC2=C1C)SC)N1CC(NCCC1)=O